1-(7-(4-Chloro-2-(6-((4-methylpiperazin-1-yl)methyl)pyridin-3-yl)-1H-pyrrolo[2,3-b]pyridin-3-yl)-3,4-dihydroquinolin-1(2H)-yl)prop-2-en-1-on ClC1=C2C(=NC=C1)NC(=C2C2=CC=C1CCCN(C1=C2)C(C=C)=O)C=2C=NC(=CC2)CN2CCN(CC2)C